N1(CCOCC1)C1=NN=NS1 5-morpholinyl-1,2,3,4-thiatriazole